(1S,3S)-3-((2-(3-(((benzyl(methyl)carbamoyl)oxy)methyl)-5-chlorothiophen-2-yl)-4-Methylpyrimidin-5-yl)oxy)cyclohexane-1-carboxylate C(C1=CC=CC=C1)N(C(=O)OCC1=C(SC(=C1)Cl)C1=NC=C(C(=N1)C)O[C@@H]1C[C@H](CCC1)C(=O)[O-])C